3-(3-Methyl-4-(10-(2-methyl-1,3-dioxolan-2-yl)dec-1-yn-1-yl)-2-oxo-2,3-dihydro-1H-benzo[d]imidazol-1-yl)piperidine-2,6-dione CN1C(N(C2=C1C(=CC=C2)C#CCCCCCCCCC2(OCCO2)C)C2C(NC(CC2)=O)=O)=O